ClC1=C(C=C(C=N1)C1=NC(=CC(=C1)N1[C@@H]([C@H](C1)CS(=O)(=O)C)C)N1N=CC=2C(=NC(=CC21)C=2C=NC=CC2OC)C)F 1-(6'-Chloro-5'-fluoro-4-((2R,3S)-2-methyl-3-((methylsulfonyl)methyl)azetidin-1-yl)-[2,3'-bipyridin]-6-yl)-6-(4-methoxypyridin-3-yl)-4-methyl-1H-pyrazolo[4,3-c]pyridine